2-(5-bromopyridin-2-yl)-5-methyleneoctahydrocyclopenta[c]pyrrole BrC=1C=CC(=NC1)N1CC2C(C1)CC(C2)=C